ClC1=C(C=CC(=C1)NC=1C=2N(C=CN1)C(=CN2)C=2C(=NN(C2)CC=2N=NC(=CC2)C)C(F)(F)F)C(=O)N2CCNCC2 [2-chloro-4-[[3-[1-[(6-methylpyridazin-3-yl)methyl]-3-(trifluoromethyl)pyrazol-4-yl]imidazo[1,2-a]pyrazin-8-yl]amino]phenyl]-piperazin-1-ylmethanone